C(C)(C)(C)OC(=O)N[C@H](C(=O)OCN1C(C(CCC1=O)N1C(C2=CC=CC(=C2C1=O)F)=O)=O)C(C)C 3-(4-Fluoro-1,3-dioxo-1,3-dihydro-isoindol-2-yl)-2,6-dioxopiperidin-1-ylmethyl (S)-2-tert-butoxycarbonylamino-3-methylbutanoate